(2-ethoxy-4-fluorobenzoyl)-2-azaspiro[3.3]heptane-6-carboxylic acid C(C)OC1=C(C(=O)C2NCC23CC(C3)C(=O)O)C=CC(=C1)F